NC1C(N(C2=C(C(C1)(F)F)C=C(C(=C2)C2=NN=C(O2)C(C#N)(C)C)F)CC=2C=NC(=CC2)C2=CC=C(C=C2)C(F)(F)F)=O 2-[5-[3-amino-5,5,7-trifluoro-2-oxo-1-[[6-[4-(trifluoromethyl)phenyl]-3-pyridyl]methyl]-3,4-dihydro-1-benzazepin-8-yl]-1,3,4-oxadiazol-2-yl]-2-methyl-propanenitrile